(R)-(4-amino-7-bromo-8-fluorochroman-4-yl)methanol D-Threonat O=C([C@@H](O)[C@H](O)CO)OC[C@]1(CCOC2=C(C(=CC=C12)Br)F)N